beta-glutamine N[C@@H](CC(N)=O)CC(=O)O